C(C)(=O)C=1SC=CC1C=1C=C2CC(C(C2=CC1)NC(O[C@@H]1CN2CCC1CC2)=O)(C)C (S)-quinuclidin-3-yl (5-(2-acetylthiophen-3-yl)-2,2-dimethyl-2,3-dihydro-1H-inden-1-yl)carbamat